C(C1=CC=CC=C1)SC=1SC2=C(N(C=3C(N(N=CC32)CC3=C2C=NN(C2=CC=C3)COCC[Si](C)(C)C)=O)C)N1 2-(benzylthio)-4-methyl-6-((1-((2-(trimethylsilyl)ethoxy)methyl)-1H-indazol-4-yl)methyl)-4H-thiazolo[5',4':4,5]Pyrrolo[2,3-d]Pyridazin-5(6H)-one